tert-Butyl ((3aR,5s,6aS)-2,2-dioxidohexahydro-1H-cyclopenta[c]thiophen-5-yl)-carbamate O=S1(C[C@@H]2[C@H](C1)CC(C2)NC(OC(C)(C)C)=O)=O